1-(1-methyl-4-nitro-1H-imidazol-5-yl)-3-(3-(trifluoromethoxy)phenyl)-1H-1,2,4-triazole CN1C=NC(=C1N1N=C(N=C1)C1=CC(=CC=C1)OC(F)(F)F)[N+](=O)[O-]